(2S,5S)-9-[(E)-2-ethoxyethenyl]-5-{[(tert-butyl)bis(phenyl)siloxy]methyl}-2-isopropyl-1-methyl-1,2,5,6-tetrahydro-1,4-benzodiazocin-3(4H)-one C(C)O/C=C/C1=CC2=C(C[C@H](NC([C@@H](N2C)C(C)C)=O)CO[Si](C2=CC=CC=C2)(C2=CC=CC=C2)C(C)(C)C)C=C1